C[C@H](CC(=O)O)CC (S)-3-METHYL-PENTANOIC ACID